FC1(CC(CCC1)[C@@H](C(F)(F)F)CC(C)(S(=O)N)C)F ((1S)-1-(3,3-difluorocyclohexyl)-2,2,2-trifluoroethyl)-2-methylpropane-2-sulfinamide